CC1(CC1)C=O (1-methylcyclopropyl)methanon